BrC=1C(=NC=NC1)SC 5-bromo-4-(methylthio)pyrimidine